(S)-4-(2-azidobutan-2-yl)-6-chloro-1-methoxy-2,7-naphthyridine N(=[N+]=[N-])[C@@](C)(CC)C1=CN=C(C2=CN=C(C=C12)Cl)OC